3-(((4,5-dihydro-1H-benzo[d][1,3]diazepin-2-yl)thio)methyl)-5,10-dihydrobenzo[e]thiazolo[3,2-a][1,3]diazepine dihydrochloride Cl.Cl.N1C(=NCCC2=C1C=CC=C2)SCC2=CSC=1N2CC2=C(CN1)C=CC=C2